tert-butyl 4-amino-2-methylbenzoate NC1=CC(=C(C(=O)OC(C)(C)C)C=C1)C